1,3-dihydroxy-8,9-dimethoxy-6-benzofurano[3,2-c]chromenone OC1=C2C3=C(C(OC2=CC(=C1)O)=O)C1=C(O3)C=C(C(=C1)OC)OC